CC1=NN(C(=C1)C)C=1C=C(C=CC1)B(O)O (3-(3,5-dimethyl-1H-pyrazol-1-yl)phenyl)boronic acid